5-(5-(3,5-dichloro-4-fluorophenyl)-5-(trifluoromethyl)-4,5-dihydroisoxazol-3-yl)-3-methyl-N-((tetrahydrofuran-3-yl)methyl)-5,6-dihydro-4H-thieno[2,3-c]pyrrole-2-carboxamide ClC=1C=C(C=C(C1F)Cl)C1(CC(=NO1)N1CC2=C(C1)C(=C(S2)C(=O)NCC2COCC2)C)C(F)(F)F